FC=1C=NC(=NC1)C12CCC(CC2C1)OCC1N(CCCC1N(C(C(F)(F)F)=O)CC1=CC=C(C=C1)OC)C(=O)OC(C)C isopropyl 2-(((6-(5-fluoropyrimidin-2-yl)bicyclo[4.1.0]heptan-3-yl)oxy)methyl)-3-(2,2,2-trifluoro-N-(4-methoxybenzyl)acetamido)piperidine-1-carboxylate